diphenylphosphinonaphthalyl-formamide C1(=CC=CC=C1)P(C1=CC=CC=C1)N(C=O)C1=CC=CC2=CC=CC=C12